(terphenylyl)(triphenylenyl)dibenzoselenophene C1(=C(C=CC=C1)C1=C(C2=C([Se]C3=C2C=CC=C3)C=C1)C1=CC=CC=3C2=CC=CC=C2C2=CC=CC=C2C13)C=1C(=CC=CC1)C1=CC=CC=C1